5-bromo-3-fluoro-2-isobutyrylbenzoic acid BrC=1C=C(C(=C(C(=O)O)C1)C(C(C)C)=O)F